9-benzyl-8-(4-methyl-6-(2-(4-methylpiperazin-1-yl)ethoxy)pyridin-3-yl)-6-(1-methylcyclopropoxy)-9H-purine C(C1=CC=CC=C1)N1C2=NC=NC(=C2N=C1C=1C=NC(=CC1C)OCCN1CCN(CC1)C)OC1(CC1)C